NC=1N=NC=C(C1)N 3,5-diaminopyridazine